(4-Chloro-1-methyl-1H-pyrazol-3-yl)-{4-[2-(2-fluoro-phenyl)-ethyl]-piperazin-1-yl}-methanone ClC=1C(=NN(C1)C)C(=O)N1CCN(CC1)CCC1=C(C=CC=C1)F